4-(4-amino-1H-imidazol-1-yl)-2-(2-methoxyethoxy)benzonitrile NC=1N=CN(C1)C1=CC(=C(C#N)C=C1)OCCOC